3-fluorophenethylamine FC=1C=C(CCN)C=CC1